N,N-bis((1-(tert-butoxycarbonyl)azetidin-3-yl)methyl)-3-(4-((3-(2,3-difluoro-4-methoxyphenyl)imidazo[1,2-a]pyrazin-8-yl)amino)-2-ethylbenzamido)-N-methylpropan-1-aminium iodide [I-].C(C)(C)(C)OC(=O)N1CC(C1)C[N+](CCCNC(C1=C(C=C(C=C1)NC=1C=2N(C=CN1)C(=CN2)C2=C(C(=C(C=C2)OC)F)F)CC)=O)(C)CC2CN(C2)C(=O)OC(C)(C)C